2-(4,4-difluoro-3-methylpiperidin-1-yl)-N-(2-sulfamoylpyridin-4-yl)-5,6,7,8,9,10-hexahydrocycloocta[b]pyridine-3-carboxamide FC1(C(CN(CC1)C1=C(C=C2C(=N1)CCCCCC2)C(=O)NC2=CC(=NC=C2)S(N)(=O)=O)C)F